naphthalene-1-ylethylene C1(=CC=CC2=CC=CC=C12)C=C